CN1N=C(C=C1C)NC1=NC=C(C(=N1)C1=CNC2=C(C=CC=C12)N1C(C2=CC=CC(=C2C1)\C=C\C1=CC(=CC=C1)F)=O)C (E)-2-(3-(2-((1,5-dimethyl-1H-pyrazol-3-yl)amino)-5-methylpyrimidin-4-yl)-1H-indol-7-yl)-4-(3-fluorostyryl)isoindolin-1-one